N-((5-isopropyl-6-(thiazol-4-ylmethoxy)-1H-indol-2-yl)methyl)-1-methylcyclopropane-1-carboxamide C(C)(C)C=1C=C2C=C(NC2=CC1OCC=1N=CSC1)CNC(=O)C1(CC1)C